CN(C(CNC1CCN(CC1)C)=O)CC(NC=1SC2=C(N1)C=CC(=C2)OC(F)(F)F)=O N-Methyl-2-[(1-methylpiperidin-4-yl)amino]-N-({[6-(trifluoromethoxy)-1,3-benzothiazol-2-yl]carbamoyl}methyl)acetamide